4-methoxy-6-vinylpyrimidine COC1=NC=NC(=C1)C=C